4-[(2R,6S)-2,6-dimethylmorpholine-4-carbonyl]piperidin C[C@@H]1CN(C[C@@H](O1)C)C(=O)C1CCNCC1